CC(C=C(C=O)C1=CC=CC=C1)C alpha-(2-methylpropylidene)-Benzeneacetaldehyde